CC1NN(C(C1(CC(=C=C)CCCC)CC1=CC=C(C=C1)C)=O)C1=CC=CC=C1 3-methyl-4-(4-methylbenzyl)-4-(2-butyl-2,3-butadienyl)-1-phenylpyrazolin-5-one